BrC=1C(=CC2=C(N(C=N2)C2=NC(=C(C=C2)C(F)F)N2N=C(C=C2C)C(F)F)C1)OC1COC1 6-bromo-1-[5-(difluoromethyl)-6-[3-(difluoromethyl)-5-methyl-pyrazol-1-yl]-2-pyridyl]-5-(oxetan-3-yloxy)benzimidazole